6-(Cyclopropylmethoxy)-N-[(2S)-1-(fluoromethoxy)-4-methylpent-2-yl]-5-(3-methoxyazetidin-1-yl)pyridine-2-carboxamide C1(CC1)COC1=C(C=CC(=N1)C(=O)N[C@H](COCF)CC(C)C)N1CC(C1)OC